2-cyano-N-(4-methoxyphenyl)acetamide COC1=CC=C(C=C1)NC(=O)CC#N